ethyl 2-fluoro-5-(6-methyl-1-(tetrahydro-2H-pyran-2-yl)-4-(4,4,5,5-tetramethyl-1,3,2-dioxaborolan-2-yl)-1H-indazol-5-yl)pentanoate FC(C(=O)OCC)CCCC=1C(=C2C=NN(C2=CC1C)C1OCCCC1)B1OC(C(O1)(C)C)(C)C